CN1CC(C(=CC1)OS(=O)(=O)C(F)(F)F)C trifluoromethanesulfonic acid 1,3-dimethyl-1,2,3,6-tetrahydropyridin-4-yl ester